2,3-dihydroxypropan-2-yl palmitate C(CCCCCCCCCCCCCCC)(=O)OC(C)(CO)O